2-(dimethoxyphosphoryl)ethylmethacrylat COP(=O)(OC)CCOC(C(=C)C)=O